C(=C)C=1C(=C(C=2CC3=CC=CC=C3C2C1)CC1=CC=CC=C1)C=C divinylbenzylfluorene